(R)-2-(6,7-Difluoro-1-oxophthalazin-2(1H)-yl)propanoic acid FC=1C=C2C=NN(C(C2=CC1F)=O)[C@@H](C(=O)O)C